C(C)(C)(C)OC(C1=C(C=C(C=C1)N1C(CN(CC1)C)=O)C1=CC(=NC=C1OC)C(F)F)=O 2-(2-(difluoromethyl)-5-methoxypyridin-4-yl)-4-(4-methyl-2-oxopiperazin-1-yl)benzoic acid tert-butyl ester